cholestanoxy-3,5-diaminobenzoate C(C(C)CCC[C@@H](C)[C@H]1CC[C@H]2[C@@H]3CCC4CCCC[C@]4(C)[C@H]3CC[C@]12C)OC1=C(C(=O)[O-])C=C(C=C1N)N